N1(CCC1)C(=O)OCC(=O)N1[C@@H](C[C@H](C1)F)C(N[C@@H](C1=CC=CC=C1)C1=CC(=C(C=C1)C1(CC1)C)F)=O 2-[(2S,4R)-4-fluoro-2-{[(S)-[3-fluoro-4-(1-methylcyclopropyl) phenyl](phenyl) methyl]carbamoyl} pyrrolidin-1-yl]-2-oxoethyl azetidine-1-carboxylate